C(#N)C1=C(C=C(C2=C1CCO2)C2=CC=C(C=C2)C(C)(F)F)NC(=O)[C@@H]2OC2 (R)-N-(4-cyano-7-(4-(1,1-difluoroethyl)phenyl)-2,3-dihydrobenzofuran-5-yl)-oxirane-2-carboxamide